O=C1NC(CCC1N1C(N(C2=C1C=CC=C2C#CCOCC(CN(C(OC(C)(C)C)=O)C)(F)F)C)=O)=O Tert-butyl (3-((3-(1-(2,6-dioxopiperidin-3-yl)-3-methyl-2-oxo-2,3-dihydro-1H-benzo[d]imidazol-4-yl)prop-2-yn-1-yl)oxy)-2,2-difluoropropyl)(methyl)carbamate